(4S)-4-[(1R)-1-hydroxytricosyl]-2,2-dimethyl-oxazolidine-3-carboxylate O[C@H](CCCCCCCCCCCCCCCCCCCCCC)[C@H]1N(C(OC1)(C)C)C(=O)[O-]